C12N(CC(NC1)C2)C=2C=C1C(N(C(C1=CC2)=O)C2C(NC(CC2)=O)=O)=O 5-(2,5-diazabicyclo[2.2.1]heptan-2-yl)-2-(2,6-dioxopiperidin-3-yl)isoindoline-1,3-dione